4-[2-(4-fluorophenyl)-4H,5H,6H,7H-pyrazolo[1,5-a]pyrazin-3-yl]pyridine FC1=CC=C(C=C1)C1=NN2C(CNCC2)=C1C1=CC=NC=C1